NC1=C2C(=NC=N1)N(N=C2C2=CC=C(C=C2)NC(=O)C=2C(N(N=C(C2)C(C)C)C2=NC=C(C=C2)Cl)=O)C2COC2 N-(4-(4-Amino-1-(oxetan-3-yl)-1H-pyrazolo[3,4-d]pyrimidin-3-yl)phenyl)-2-(5-Chloropyridin-2-yl)-6-isopropyl-3-oxo-2,3-dihydropyridazine-4-carboxamide